ClC1=C(C=CC=C1C)C=1CCCC2=C(C1C1=CC=C(C=C1)C=C1CN(C1)CCC(F)F)C=CC(=C2)C(=O)O 8-(2-chloro-3-methylphenyl)-9-(4-((1-(3,3-difluoropropyl)azetidin-3-ylidene)methyl)phenyl)-6,7-dihydro-5H-benzo[7]annulene-3-carboxylic acid